CC=1C=CC(=C(C1)C(=O)N1C2CC(CC1COC1=NC=C(C=C1)C(F)(F)F)C2)C2=NC=CC=N2 2-{[5-Methyl-2-(pyrimidin-2-yl)phenyl]carbonyl}-3-({[5-(trifluoromethyl)pyridin-2-yl]oxy}methyl)-2-azabicyclo[3.1.1]heptan